OC1=C(C(=CC=C1)C1=CC=CC=C1)C(=O)O hydroxybiphenyl-carboxylic acid